4-(benzo[b]selenophen-2-yl)-10-(trifluoromethyl)benzo[g]quinazoline-2-d [Se]1C2=C(C=C1C1=NC(=NC3=C(C4=C(C=C13)C=CC=C4)C(F)(F)F)[2H])C=CC=C2